FC(C1=C(C=CC(=C1)C(=O)O)C1=CC=C(C(=C1)C(F)(F)F)C(=O)O)(F)F 2,5'-bistrifluoromethyl-4,4'-biphenyldicarboxylic acid